O=S1(OCC(C1)O[Si](C=CC#N)(C)C)=O 3-(((2,2-Dioxido-1,2-oxathiolan-4-yl)oxy)dimethylsilyl)acrylonitrile